CC1SCC(SC1)C 2,5-dimethyl-1,4-dithian